3-(5-{3,9-diazaspiro[5.5]undecan-3-yl}-3-methyl-2-oxo-1,3-benzodiazol-1-yl)piperidine-2,6-dione C1CN(CCC12CCNCC2)C2=CC1=C(N(C(N1C)=O)C1C(NC(CC1)=O)=O)C=C2